COC1=CC2=C(CNS2(=O)=O)C=C1 6-methoxy-2,3-dihydrobenzo[d]isothiazole 1,1-dioxide